NC1=NC=CC(=C1)C(OC=1C(=NC=C(N1)C1=CC(=C2CCN(CC2=C1)C)C)N)([2H])[2H] ((2-aminopyridin-4-yl)methoxy-d2)-5-(2,5-dimethyl-1,2,3,4-tetrahydroisoquinolin-7-yl)pyrazin-2-amine